F[N+]1(C(C(=CC=C1)C([O-])=S)C([O-])=S)C([O-])=S N-fluoropyridiniumtrithiate